1-Aminohexan NCCCCCC